tri(pentafluorophenyl)aluminum FC1=C(C(=C(C(=C1[Al](C1=C(C(=C(C(=C1F)F)F)F)F)C1=C(C(=C(C(=C1F)F)F)F)F)F)F)F)F